C1(=CC(=CC=C1)C=1N=C(C2=C(N1)SC=C2)NC(P(O)(O)=O)P(O)(O)=O)C2=CC=CC=C2 (((2-([1,1'-biphenyl]-3-yl)thieno[2,3-d]pyrimidin-4-yl)amino)methylene)bis(phosphonic acid)